Cl.C1(CCC1)C=1C=C(N)C=CC1C 3-cyclobutyl-4-methylaniline hydrochloride